BrC1=NC(=C(C(=N1)C(C)C)N1CN=CC2=C1N=C(C(=C2)Cl)C2=C(C=CC=C2)F)C(C)C 1-(2-Bromo-4,6-diisopropylpyrimidin-5-yl)-6-chloro-7-(2-fluorophenyl)pyrido[2,3-d]pyrimidine